O1CCNCC=C1 2,3,4,5-tetrahydro-1,4-oxazepine